1-(4-((4-((2-fluoro-4-((2-(1-methyl-4,6-dihydropyrrolo[3,4-c]pyrazol-5(1H)-yl)pyridin-4-yl)oxy)phenyl)amino)-7-methoxyquinazolin-6-yl)amino)piperidin-1-yl)prop-2-en-1-one FC1=C(C=CC(=C1)OC1=CC(=NC=C1)N1CC=2N(N=CC2C1)C)NC1=NC=NC2=CC(=C(C=C12)NC1CCN(CC1)C(C=C)=O)OC